C(C)OC1C(CNCC1)OC1=CC(=CC=C1)C(F)(F)F 4-ethoxy-3-(3-(trifluoromethyl)phenoxy)piperidine